C(CCC)[Si](C=1OC(=CC1)CCCCC)(CCCC)CCCC Tributyl(5-pentylfuran-2-yl)silane